[N+](=O)([O-])C1=CC=C(C=C1)OC([C@@H](NC(=O)OC(C)(C)C)CC1=CNC2=CC=CC=C12)=O (Boc)-L-tryptophan 4-nitrophenyl ester